(1-(5,6-diphenylpyrazin-2-yl)piperidin-4-yl)carbamic acid Tert-butyl ester C(C)(C)(C)OC(NC1CCN(CC1)C1=NC(=C(N=C1)C1=CC=CC=C1)C1=CC=CC=C1)=O